FC1(CCC(CC1)C1=NC=CC(=C1NC(=O)C=1C=NC(=NC1)OCCO)C1=C(C=CC(=C1)F)F)F N-[2-(4,4-difluorocyclohexyl)-4-(2,5-difluorophenyl)-3-pyridyl]-2-(2-hydroxyethoxy)pyrimidine-5-carboxamide